NC1=NC(=C(C=2C1=NN(N2)CC2=NC=CC=C2)C2=C(N=CO2)C)C=2C=C(C#N)C=CC2 3-(4-amino-7-(4-methyloxazol-5-yl)-2-(pyridin-2-ylmethyl)-2H-[1,2,3]triazolo[4,5-c]pyridin-6-yl)benzonitrile